N1-(1-(6-methoxy-3,4-dihydro-2H-benzo[b][1,4]oxazin-7-yl)-6-(pyrazolo[1,5-a]pyrimidin-3-yl)-1H-pyrazolo[4,3-c]pyridin-3-yl)-N2,N2-dimethylethane-1,2-diamine COC1=CC2=C(OCCN2)C=C1N1N=C(C=2C=NC(=CC21)C=2C=NN1C2N=CC=C1)NCCN(C)C